C(C)(C)(C)OC(=O)N(CCOCCOCCN(CCOCCO)CC(=O)O)CC 2-(16-(tert-butoxycarbonyl)-1,4,10,13-tetraoxa-7,16-diaza-octadecan-7-yl)acetic acid